tert-butyl 3-[6-(2-cyano-3,6-difluoro-phenoxy)-5-fluoro-4-oxo-quinazolin-3-yl]-8-azaspiro[4.5]decane-8-carboxylate C(#N)C1=C(OC=2C(=C3C(N(C=NC3=CC2)C2CCC3(C2)CCN(CC3)C(=O)OC(C)(C)C)=O)F)C(=CC=C1F)F